ethyl (S)-3-(((R)-tert-butylsulfinyl)amino)-3-(2-fluoro-3-methyl-5-(4,4,5,5-tetramethyl-1,3,2-dioxaborolan-2-yl)phenyl)propanoate C(C)(C)(C)[S@@](=O)N[C@@H](CC(=O)OCC)C1=C(C(=CC(=C1)B1OC(C(O1)(C)C)(C)C)C)F